3-(1-methyl-1H-pyrazol-4-yl)pyrazin-2-amine CN1N=CC(=C1)C=1C(=NC=CN1)N